CN1C(C=2N(CC1)N=C(C2)NC(OC(C)(C)C)=O)=O tert-butyl (5-methyl-4-oxo-4,5,6,7-tetrahydropyrazolo[1,5-a]pyrazin-2-yl)carbamate